ClC1=C(C=C(C=C1)F)C1NC(C=2C3=C(C=C(C12)NC(C1=CC(=CC(=C1)C(F)(F)F)F)=O)C(=CC=C3)C#N)=O N-(3-(2-chloro-5-fluorophenyl)-6-cyano-1-oxo-2,3-dihydro-1H-benzo[e]isoindol-4-yl)-3-fluoro-5-(trifluoromethyl)benzamide